COC1=CC(=C(C=C1NC1=NC=NC(=C1)NC1=C(C=CC=C1)C1=NN(C=C1)C)NC(C=C)=O)N([C@@H]1CN(CC1)C)C (S)-N-(4-methoxy-2-(methyl(1-methylpyrrolidin-3-yl)amino)-5-((6-((2-(1-methyl-1H-pyrazol-3-yl)phenyl)amino)pyrimidin-4-yl)amino)phenyl)acrylamide